4-{[(6-chloropyridin-3-yl)methyl](methyl)amino}furan-2(5H)-one ClC1=CC=C(C=N1)CN(C1=CC(OC1)=O)C